(5-Fluoropyridin-3-yl)thiophene-2-carboxamide FC=1C=C(C=NC1)C1=C(SC=C1)C(=O)N